ClC1=C2OC=3C=C(C=CC3C(C2=CC=C1)=O)N1CC(CC1)C(=O)O 1-(5-chloro-9-oxo-xanthen-3-yl)pyrrolidine-3-carboxylic acid